FC=1C=CC(=NC1)C1C(CC1)C=1NC(C2=C(N1)N(N=C2C#N)[C@@H](C)C=2C=NC(=CC2)C(F)(F)F)=O 6-(2-(5-fluoropyridin-2-yl)cyclobutyl)-4-oxo-1-((S)-1-(6-(trifluoromethyl)pyridin-3-yl)ethyl)-4,5-dihydro-1H-pyrazolo[3,4-d]pyrimidine-3-carbonitrile